tert-butyl 3-((((9H-fluoren-9-yl)methoxy)carbonyl)amino)-4-((3-(4-chloro-3-fluorobenzoyl)-4,5-dimethylthiophen-2-yl)amino)-4-oxobutanoate C1=CC=CC=2C3=CC=CC=C3C(C12)COC(=O)NC(CC(=O)OC(C)(C)C)C(=O)NC=1SC(=C(C1C(C1=CC(=C(C=C1)Cl)F)=O)C)C